O1CCN(CC1)C(=O)N1C2CN(C(C1)C2)C=2SC(=CN2)C2=NOC(=N2)C(F)(F)F Morpholino(5-(5-(5-(trifluoromethyl)-1,2,4-oxadiazol-3-yl)thiazol-2-yl)-2,5-diazabicyclo[2.2.1]heptan-2-yl)methanone